t-butyl-(4-bromo-3-(isopropylthio) phenyl) carbamate C(N)(OC1=C(C(=C(C=C1)Br)SC(C)C)C(C)(C)C)=O